({6-[(1,3-benzothiazol-2-yl)amino]-5-methylpyridazin-3-yl}(methyl)amino)-5-cyclohexyl-1,3-thiazole-4-carboxylic acid S1C(=NC2=C1C=CC=C2)NC2=C(C=C(N=N2)N(C)C=2SC(=C(N2)C(=O)O)C2CCCCC2)C